CNC=1N=CC(=C2C=C(N=CC12)NC(=O)C1CC1)C1=NC=CC=C1 N-(8-(methylamino)-5-(pyridin-2-yl)-2,7-naphthyridin-3-yl)cyclopropanecarboxamide